[N+](=O)([O-])C1=C(C=C(C=C1)/C=C/C(=O)OC)NC[C@H]1OCC1 (S,E)-Methyl 3-(4-nitro-3-((oxetan-2-ylmethyl)amino)phenyl)acrylate